tert-butyldimethyl-(1-methyl-2-nitro-ethoxy)silane C(C)(C)(C)[Si](OC(C[N+](=O)[O-])C)(C)C